(2S,3S)-3-(4-chlorophenyl)-3-[(1R)-1-(4-chlorophenyl)-7-fluoro-5-[(1S)-1-hydroxy-1-(tetrahydropyran-4-yl)propyl]-1-methoxy-3-oxo-2,3-dihydro-1H-isoindol-2-yl]-2-methylpropanoic acid ClC1=CC=C(C=C1)[C@H]([C@@H](C(=O)O)C)N1[C@@](C2=C(C=C(C=C2C1=O)[C@](CC)(C1CCOCC1)O)F)(OC)C1=CC=C(C=C1)Cl